C=C=O methanediyl-(methanone)